CN1CC2CCC(C1)N2C(=O)C=2C=C1C(=NC2)NC=C1C1=CC=2N(C=C1)N=CC2C(=O)NC=2C=NC=CC2 5-(5-(3-methyl-3,8-diazabicyclo[3.2.1]octane-8-carbonyl)-1H-pyrrolo[2,3-b]pyridin-3-yl)-N-(pyridin-3-yl)pyrazolo[1,5-a]pyridine-3-carboxamide